7-acetyl-5-(cyclopropylmethyl)-4-(6-cyclopropylpyridin-3-yl)-2-(2-methyl-2H-indazol-5-yl)-2,5-dihydro-3H-pyrrolo[3,2-c]pyridazin-3-one C(C)(=O)C1=CN(C=2C1=NN(C(C2C=2C=NC(=CC2)C2CC2)=O)C2=CC1=CN(N=C1C=C2)C)CC2CC2